1-Chloroethyl 5-(1-(2-amino-2-oxoethyl)piperidin-4-yl)-2-(7,8-dimethyl-[1,2,4]triazolo[1,5-a]pyridin-6-yl)-3-isopropyl-1H-indole-1-carboxylate NC(CN1CCC(CC1)C=1C=C2C(=C(N(C2=CC1)C(=O)OC(C)Cl)C=1C(=C(C=2N(C1)N=CN2)C)C)C(C)C)=O